BrC1=C(C(=NC2=C(C=CC=C12)C1=C(C=NC=C1)F)C(CCC(=O)OCC)=O)O ethyl 4-[4-bromo-8-(3-fluoropyridin-4-yl)-3-hydroxyquinolin-2-yl]-4-oxobutanoate